4,8-dipiperidino-pyrimido[5,4-d]pyrimidine N1(CCCCC1)C=1C2=C(N=CN1)C(=NC=N2)N2CCCCC2